ClC=1N=CN(C1)C1=CCC2C3CC=C4C[C@H](CC[C@@]4(C3CC[C@]12C)C)N (3S,10R,13S)-17-(4-Chloro-1H-imidazol-1-yl)-10,13-dimethyl-2,3,4,7,8,9,10,11,12,13,14,15-dodecahydro-1H-cyclopenta[a]phenanthren-3-amine